Secondary Octadecanol C(C)(CCCCCCCCCCCCCCCC)O